2-[bis(t-butoxycarbonyl)amino]-5-bromopyrimidine C(C)(C)(C)OC(=O)N(C1=NC=C(C=N1)Br)C(=O)OC(C)(C)C